Cl.C1(CC1)CC1(CCOCC1)CN (4-(cyclopropylmethyl)tetrahydro-2H-pyran-4-yl)methanamine hydrochloride